ClC1=CC=2C(C3=CC(=CC=C3C2C=C1)Cl)(CCCCCCCC)CCCCCCCC 2,7-dichloro-9,9-dioctyl-9H-fluorene